1-tert-butyl 8'-methyl 7'-methyl-4'-oxospiro[azetidine-3,2'-chroman]-1,8'-dicarboxylate CC1=CC=C2C(CC3(OC2=C1C(=O)OC)CN(C3)C(=O)OC(C)(C)C)=O